ClC1=NC=C(C(=C1)NC1CCC(CC1)O)C#CC1[C@@H](OCC1)C(F)(F)F (1s,4s)-4-((2-chloro-5-(((2R)-2-(trifluoromethyl)tetrahydrofuran-3-yl)ethynyl)pyridin-4-yl)amino)cyclohexan-1-ol